Bis-(4-methoxybenzyl)amine COC1=CC=C(CNCC2=CC=C(C=C2)OC)C=C1